N=1N=CC=2C1NC(=NC2)C(=O)N pyrazolo[3,4-d]pyrimidin-6-carboxamid